NC=1C(=C(C=C2C=C(N=CC12)NC1=NN2CC=3N(CCC2=C1)C=CN3)C=3C(=C1C(=NC3)CS(N1)(=O)=O)C)F 6-(8-amino-3-((5,6-dihydro-11H-imidazo[1,2-a]pyrazolo[1,5-d][1,4]diazepin-8-yl)amino)-7-fluoroisoquinolin-6-yl)-7-methyl-1,3-dihydroisothiazolo[4,3-b]pyridine 2,2-dioxide